(2R)-3-{[5-acetyl-1-(4-chlorophenyl)-2-[(5-chloropyridin-2-yl)methyl]-7-fluoro-3-oxo-2,3-dihydro-1H-isoindol-1-yl]Oxy}-2-methyl-propanamide C(C)(=O)C=1C=C2C(N(C(C2=C(C1)F)(C1=CC=C(C=C1)Cl)OC[C@H](C(=O)N)C)CC1=NC=C(C=C1)Cl)=O